O(C1=CC=CC=C1)CC1=NC(=NO1)C=1C=NC=CC1 5-(phenoxymethyl)-3-(pyridin-3-yl)-1,2,4-oxadiazole